O=C[C@H](O)[C@@H](O)[C@H](O)C(=O)O D-xylouronic acid